5-(3-cyclopropylpyrazolo[1,5-a]pyrimidin-5-yl)-N-((6-(4-methylpiperazin-1-yl)pyridin-3-yl)methyl)-7H-pyrrolo[2,3-d]pyrimidin-2-amine C1(CC1)C=1C=NN2C1N=C(C=C2)C2=CNC=1N=C(N=CC12)NCC=1C=NC(=CC1)N1CCN(CC1)C